O=C1NNC(C=2C(=CC=CC12)C(=O)O)=O 1,4-dioxo-1,2,3,4-tetrahydrophthalazine-5-carboxylic acid